N-(3-cyano-1,5,5-trimethyl-4-oxocyclohex-2-en-1-yl)-N-methylnicotinamide C(#N)C1=CC(CC(C1=O)(C)C)(C)N(C(C1=CN=CC=C1)=O)C